CC1(C(NC(CC1)=O)=O)C1=CC=C(C=C1)C=1CCNCC1 3-methyl-3-(4-(1,2,3,6-tetrahydropyridin-4-yl)phenyl)piperidine-2,6-dione